C(=O)O.C1CCN2C1=C(C=1C=CC=CC21)C2=NOC(=N2)[C@@H]2[C@@H](CNCC2)F 3-(2,3-dihydro-1H-pyrrolo[1,2-a]indol-9-yl)-5-((3S,4R)-3-fluoropiperidin-4-yl)-1,2,4-oxadiazole formate